(dibenzothiophenyl)(diphenyltriazinyl)terphenyl C1(=CC=CC=2SC3=C(C21)C=CC=C3)C=3C(=C(C=CC3)C=3C(=CC=CC3)C3=CC=CC=C3)C3=NN=NC(=C3C3=CC=CC=C3)C3=CC=CC=C3